C(C)OC(=O)C=1C(=NN(C1)C1=CC(=NC=C1)CC1=CC(=CC(=C1)C(F)(F)F)F)OC 1-(2-(3-fluoro-5-(trifluoromethyl)benzyl)pyridin-4-yl)-3-methoxy-1H-pyrazole-4-carboxylic acid ethyl ester